N2-[4-[4-[(isobutylamino)methyl]-1-piperidyl]phenyl]-N4-[2-(6-methyl-2-pyridyl)pyrimidin-4-yl]pyrimidine-2,4-diamine C(C(C)C)NCC1CCN(CC1)C1=CC=C(C=C1)NC1=NC=CC(=N1)NC1=NC(=NC=C1)C1=NC(=CC=C1)C